6-(1,4-dimethyl-1H-1,2,3-triazol-5-yl)-N,N,1-trimethyl-4-(phenyl-(tetrahydro-2H-pyran-4-yl)methyl)-1,4-dihydropyrazolo[3',4':4,5]pyrrolo[3,2-b]pyridine-3-carboxamide CN1N=NC(=C1C=1C=C2C(=NC1)C1=C(N2C(C2CCOCC2)C2=CC=CC=C2)C(=NN1C)C(=O)N(C)C)C